C1(CCC1)C1=CC=2[C@](C3=C(NC2N=C1)CC(CC3)(C)C)(C3=CC=CC=C3)C (5S)-3-cyclobutyl-5,8,8-trimethyl-5-phenyl-9,10-dihydro-7H-benzo[b][1,8]naphthyridin